methyl (S)-1-((S)-3-(3-hydroxyphenyl)-2-((S)-3-methyl-2-(4-(pyridin-2-yldisulfanyl)butanamido)butanamido)propanoyl)hexahydropyridazine-3-carboxylate OC=1C=C(C=CC1)C[C@@H](C(=O)N1N[C@@H](CCC1)C(=O)OC)NC([C@H](C(C)C)NC(CCCSSC1=NC=CC=C1)=O)=O